CC=1C(=NN[N+]1[S-])C dimethyl-triazole sulfide